BrC1=CC(=C(O[C@H](C(=O)O)CCF)C=C1)F (S)-2-(4-bromo-2-fluorophenoxy)-4-fluorobutyric acid